C(C)(C)OC1=CC(=NC2=C(N=CC=C12)C=1N(N=CC1)C1OCCCC1)N1[C@H](COCC1)C (3S)-4-[4-isopropoxy-8-(2-tetrahydropyran-2-ylpyrazol-3-yl)-1,7-naphthyridin-2-yl]-3-methylmorpholine